[Na].O[C@@H](CO)[C@H]1OC(C(=C1O)O)=O (R)-2-((S)-1,2-dihydroxyethyl)-4-hydroxy-5-oxo-2,5-dihydrofuran-3-ol sodium